(1-((1,1-difluoro-6-azaspiro[2.5]oct-6-yl)methyl)cyclopropyl)methanol FC1(CC12CCN(CC2)CC2(CC2)CO)F